C(C=C)(=O)OCCC[Si](OC)(OC)C 3-(acryloyloxy)propylmethyldimethoxysilane